5-tert-butyl-N-(5-tert-butyl-[1,1'-biphenyl]-2-yl)benzo[b]thiophen-3-amine C(C)(C)(C)C1=CC2=C(SC=C2NC2=C(C=C(C=C2)C(C)(C)C)C2=CC=CC=C2)C=C1